para-toluenesulphonic acid CC1=CC=C(C=C1)S(=O)(=O)O